methyl 3-amino-4-((2,2-diethoxyethyl)(2-methylbutyl)amino)-4-oxobutanoate NC(CC(=O)OC)C(=O)N(CC(CC)C)CC(OCC)OCC